3-bromo-5-(2-fluoro-6-methylphenyl)-1H-pyrazolo[4,3-c]pyridazin-6(5H)-one BrC1=NNC=2C1=NN(C(C2)=O)C2=C(C=CC=C2C)F